C(C)(=O)OC(CCCCCCC=CC=C)CCC tetradecadien-11-yl acetate